C1(CCCCC1)CNC=1NC(/C(/N1)=C/C=1C=C2C=CN=CC2=CC1)=O (4Z)-2-(Cyclohexylmethylamino)-4-(6-isoquinolylmethylene)-1H-imidazol-5-one